FC=1C(=NC(N([C@H]2C[C@H](O)[C@@H](CO)O2)C1)=O)N 2'-Deoxy-5-fluorocytidine